FC(C1=NN=C(O1)C=1C=CC(=NC1)N1CC2N(C(C1)C2)C(=O)OC(C)(C)C)F tert-butyl 3-(5-(5-(difluoromethyl)-1,3,4-oxadiazol-2-yl)pyridin-2-yl)-3,6-diazabicyclo[3.1.1]heptane-6-carboxylate